3,3-difluoro-1-methyl-5-nitroindolin-2-one FC1(C(N(C2=CC=C(C=C12)[N+](=O)[O-])C)=O)F